C1(=CC=CC=C1)C(N1CC(C1)(O)CCO)C1=CC=CC=C1 1-(diphenylmethyl)-3-(2-hydroxyethyl)azetidin-3-ol